9,9'-bis(biphenyl-3-yl)-3,3'-bi-91-carbazole C1(=CC(=CC=C1)N1C2=CC=CC=C2C=2C=C(C=CC12)C=1C=CC=2N(C3=CC=CC=C3C2C1)C=1C=C(C=CC1)C1=CC=CC=C1)C1=CC=CC=C1